2-((4-((R)-2-(4-chloro-2-fluorophenyl)-2-methyl-2H-chromen-8-yl)piperidin-1-yl)methyl)-3-(((S)-oxetan-2-yl)methyl)-3H-imidazo[4,5-b]pyridine-5-carboxylic acid ClC1=CC(=C(C=C1)[C@@]1(OC2=C(C=CC=C2C=C1)C1CCN(CC1)CC1=NC=2C(=NC(=CC2)C(=O)O)N1C[C@H]1OCC1)C)F